7-((6-((dimethyl-amino)methyl)-5-(4-hydroxy-4-(methoxymeth-yl)piperidin-1-yl)pyridin-2-yl)amino)-4-(7-fluoroimidazo[1,2-a]pyridin-3-yl)isoindolin-1-one CN(C)CC1=C(C=CC(=N1)NC=1C=CC(=C2CNC(C12)=O)C1=CN=C2N1C=CC(=C2)F)N2CCC(CC2)(COC)O